(6-chloro-5-iodopyrimidin-4-yl)glycine ClC1=C(C(=NC=N1)NCC(=O)O)I